F[C@@H]1[C@H](C1)C1=NC(=C(C#N)C=C1)O |r| 6-((1RS,2SR)-2-fluorocyclopropyl)-2-hydroxynicotinonitrile